C1(CCCCC1)[C@H]1[C@@H](CNC1)C#N rel-(trans)-4-cyclohexylpyrrolidine-3-carbonitrile